COC=1C=C(C=C(C1OC)OC)N1C=NC(=C1)NC1=NC(=NC2=CC=CC=C12)N1[C@H](CCC1)C(=O)N (R)-1-(4-((1-(3,4,5-trimethoxyphenyl)-1H-imidazol-4-yl)amino)quinazolin-2-yl)pyrrolidine-2-carboxamide